5-((3-fluorobenzyl)thio)-N-(prop-2-yn-1-yl)-1,2,3,4-tetrahydronaphthalen-1-amine FC=1C=C(CSC2=C3CCCC(C3=CC=C2)NCC#C)C=CC1